(S)-3-((5-chloro-2-nitrophenyl)amino)-4,4-dimethylvaleric acid methyl ester COC(C[C@@H](C(C)(C)C)NC1=C(C=CC(=C1)Cl)[N+](=O)[O-])=O